ClC=1C(=CC(=C(C1)N=NC1=C(C(=CC2=CC=CC=C12)C(=O)[O-])O)S(=O)(=O)[O-])C.CC1(N(C[C@H](C1)C)C1=C(C(=O)N)C=CC=N1)C 2-((S)-2,2,4-trimethylpyrrolidin-1-yl)nicotinamide 4-[(5-chloro-4-methyl-2-sulfonatophenyl)azo]-3-hydroxy-2-naphthoate